N1=C(SC2=C1C=1CCOC1C=C2)N2C(NC[C@H]2C#CCO)=O |r| (RS)-1-(7,8-dihydrobenzofuro[4,5-d]thiazol-2-yl)-5-(3-hydroxyprop-1-yn-1-yl)imidazolidin-2-one